C(C)C=1C=CC=C2C=CC=C(C12)C1=C(C=2N=C(N=C(C2C=N1)OCC(F)(F)F)OCC12CCCN2CCC1)F 7-(8-ethylnaphthalen-1-yl)-8-fluoro-2-((hexahydro-1H-pyrrolizin-7a-yl)methoxy)-4-(2,2,2-trifluoroethoxy)pyrido[4,3-d]pyrimidine